C(C)(C)(C)OC(=O)NCCC(O)[C@H]1N(C(OC1)(C)C)C(=O)OC(C)(C)C tert-butyl (4S)-4-(3-((tert-butoxycarbonyl)amino)-1-hydroxypropyl)-2,2-dimethyloxazolidine-3-carboxylate